1-(4-Fluorophenyl)-N-[3-fluoro-4-[(7-prop-1-en-2-yl-1,5-naphthyridin-4-yl)oxy]phenyl]-4,6-dimethyl-2-oxopyridine-3-carboxamide FC1=CC=C(C=C1)N1C(C(=C(C=C1C)C)C(=O)NC1=CC(=C(C=C1)OC1=CC=NC2=CC(=CN=C12)C(=C)C)F)=O